FC=1C=C(C=C2C=NC(=NC12)C(C)(C)O)CN1C[C@H]([C@@H](C1)COC)OC=1C=C2CN(C(C2=CC1)=O)[C@@H]1C(NC(CC1)=O)=O (3S)-3-(5-{[(3S,4S)-1-{[8-fluoro-2-(2-hydroxypropan-2-yl)quinazolin-6-yl]methyl}-4-(methoxymethyl)pyrrolidin-3-yl]oxy}-1-oxo-2,3-dihydro-1H-isoindol-2-yl)piperidine-2,6-dione